CC1(CNC(C2=CC=C(C=C12)C1=CNC=2N=C(N=CC21)NC)=O)C 4,4-dimethyl-6-(2-(methylamino)-7H-pyrrolo[2,3-d]pyrimidin-5-yl)-3,4-dihydroisoquinolin-1(2H)-one